Cl.N[C@@H]1C[C@@H](N(C1)C(=O)OCC1=CC=CC=C1)C(=O)OC 1-benzyl 2-methyl (2R,4R)-4-aminopyrrolidine-1,2-dicarboxylate hydrochloride